ClC1=CC=C(C(=N1)CN(C)CC=1C=NC(=CC1)Cl)C 6-chloro-N-[(6-chloro-3-pyridyl)methyl]-N-methyl-3-picolinemethylamine